OCCC1=C(C=CC(=C1)N)N 2-(2-Hydroxyethyl)-p-phenylendi-amin